[Na].CC1=CC=CC2=CC=CC=C12 methylnaphthalene Sodium